[N-]=C=O.[K+].C(=O)(OCC1=CC=CC=C1)NCCC[C@H](N)C(=O)O N'-Cbz-L-ornithine potassium isocyanate